C(C)NC1=NC2=C(N=NC=C2)N1C1CC(NC(C1)(C)C)(C)C 6-(ethylamino)-7-(2,2,6,6-tetramethylpiperidin-4-yl)-7H-imidazo[4,5-c]pyridazin